bis(dibenzalacetone) palladium (0) [Pd].C(C1=CC=CC=C1)=CC(=O)C=CC1=CC=CC=C1.C(C1=CC=CC=C1)=CC(=O)C=CC1=CC=CC=C1